N[C@@H]1C2=CC=CC=C2CC12CCN(CC2)C=2NC(C1=C(N2)NN=C1C1(CC1)C1=CC(=NC=C1)C1=NN(C=C1)C)=O (S)-6-(1-amino-1,3-dihydrospiro[indene-2,4'-piperidine]-1'-yl)-3-(1-(2-(1-methyl-1H-pyrazol-3-yl)pyridin-4-yl)cyclopropyl)-1,5-dihydro-4H-pyrazolo[3,4-d]pyrimidin-4-one